O.S(=O)(=O)([O-])[O-].[Ce+3].S(=O)(=O)([O-])[O-].S(=O)(=O)([O-])[O-].[Ce+3] cerous sulfate hydrate